(R)-2-((4-((3-((2,4-Dichlorophenoxy)methyl)phenyl)(methoxy)methyl)piperidin-1-yl)methyl)-1-((1-ethyl-1H-imidazol-5-yl)methyl)-1H-benzo[d]imidazole-6-carboxylic acid ClC1=C(OCC=2C=C(C=CC2)[C@@H](C2CCN(CC2)CC2=NC3=C(N2CC2=CN=CN2CC)C=C(C=C3)C(=O)O)OC)C=CC(=C1)Cl